C1=CC=CC=2C3=CC=CC=C3N(C12)C1=CC(=CC=C1)N1C2=CC=CC=C2C=2C=CC=CC12 1,3-Di-9-Carbazolylbenzol